S1C(=NC2=C1C=CC=C2)NC2=C(C1=C(N=N2)N(CC1)C=1SC=C(N1)C(=O)O)C1CC1 {3-[(1,3-benzothiazol-2-yl)amino]-4-cyclopropyl-5H,6H,7H-pyrrolo[2,3-c]pyridazin-7-yl}-1,3-thiazole-4-carboxylic acid